(3-Chloro-6-methoxypyridin-2-yl)(7-{[2-(4-chlorophenyl)imidazo[1,2-a]pyridin-3-yl]methyl}-3-oxa-7,9-diazabicyclo[3.3.1]non-9-yl)methanon ClC=1C(=NC(=CC1)OC)C(=O)N1C2COCC1CN(C2)CC2=C(N=C1N2C=CC=C1)C1=CC=C(C=C1)Cl